C(C1=CC=CC=C1)OC1=C(C=C(C(=C1)C)Cl)S(=O)(=O)N1[C@@H](CCC1)C(=O)OC Methyl ((2-(benzyloxy)-5-chloro-4-methylphenyl)sulfonyl)-L-prolinate